2-(benzofuran-6-yl)-N-methoxy-N-methylacetamide O1C=CC2=C1C=C(C=C2)CC(=O)N(C)OC